FC1([C@H]([C@H]1C)C1=CNC=2N=CN=C(C21)N[C@@H]2CC[C@@H](N(C2)C(C=C)=O)C)F 1-((2S,5R)-5-((5-((1R,3R)-2,2-difluoro-3-methylcyclopropyl)-7H-pyrrolo[2,3-d]pyrimidin-4-yl)amino)-2-methylpiperidin-1-yl)prop-2-en-1-one